7-((4-(2-fluoro-6-(methylcarbamoyl)pyridin-3-yl)piperazin-1-yl)methyl)-3-methyl-6-fluoroisoxazolo[4,5-c]quinolin-4(5H)-one FC1=NC(=CC=C1N1CCN(CC1)CC=1C=CC=2C3=C(C(NC2C1F)=O)C(=NO3)C)C(NC)=O